methylphenyl 4-((tetrahydro-2H-pyran-2-yl)oxy)benzoate O1C(CCCC1)OC1=CC=C(C(=O)OC2=C(C=CC=C2)C)C=C1